2-((2-thienyl)vinyl)aniline S1C(=CC=C1)C=CC1=C(N)C=CC=C1